6-chloro-4-(ethylamino)-N-methylnicotinamide ClC1=NC=C(C(=O)NC)C(=C1)NCC